C(=C)C1=NC(=NC=C1)N1CC(C1)O 1-(4-vinylpyrimidin-2-yl)azetidin-3-ol